C(C)(C)(C)C1=CC=C(C=C1)N(C1=CC=C(C=O)C=C1)C1=CC=C(C=C1)C(C)(C)C 4-(bis(4-(tert-butyl)phenyl)amino)benzaldehyde